2-[1-[2,6-difluoro-4-(3-hydroxyphenyl)phenyl]-4-piperidinyl]acetic acid ethyl ester C(C)OC(CC1CCN(CC1)C1=C(C=C(C=C1F)C1=CC(=CC=C1)O)F)=O